1-(1-(cyclopropylmethyl)piperidin-4-yl)-5-(8-methoxy-[1,2,4]triazolo[1,5-a]pyridin-6-yl)-1,3-dihydro-2H-benzo[d]imidazol-2-one C1(CC1)CN1CCC(CC1)N1C(NC2=C1C=CC(=C2)C=2C=C(C=1N(C2)N=CN1)OC)=O